ClC1=CC=C(C=C1)[C@@H]1N(C(CC2=CC(=C(C=C12)OC(C)C)OC)=O)C1=NC=C(N=C1)N(C[C@@H]1CC[C@H](CC1)N1CN(C(C1)=O)C)C (S)-1-(4-chloro-phenyl)-7-isopropoxy-6-methoxy-2-(5-{methyl-[4-(3-methyl-4-oxo-imidazolidin-1-yl)-trans-cyclohexylmethyl]-amino}-pyrazin-2-yl)-1,4-dihydro-2H-isoquinolin-3-one